2-((1-tert-butyl-1H-pyrazol-4-yl)amino)-4-((2-fluoro-6-methoxybenzyl)amino)pyrimidin-5-carboxamide C(C)(C)(C)N1N=CC(=C1)NC1=NC=C(C(=N1)NCC1=C(C=CC=C1OC)F)C(=O)N